NC(C)C=1C=C(C=C2C(N(C(=NC12)SC)C)=O)C 8-(1-aminoethyl)-3,6-dimethyl-2-(methylthio)quinazolin-4(3H)-one